NC(CCCCB(O)O)(CCCN1CCN(CC1)CC1=CC(=C(C=C1)Cl)Cl)C(=O)OCCC(C)C 5-amino-8-(4-(3,4-dichlorobenzyl)piperazin-1-yl)-5-(isopentyloxycarbonyl)octylboronic acid